(3-(1-(2,2,2-trifluoroethyl)-1H-pyrazol-4-yl)phenyl)cyclohexanecarboxamide FC(CN1N=CC(=C1)C=1C=C(C=CC1)C1(CCCCC1)C(=O)N)(F)F